FC(C1=NN=C(O1)C=1C=C(C(=NC1)CN1N=NC(=C1)C=1C=CC(=NC1)N)F)F 5-[1-[[5-[5-(difluoromethyl)-1,3,4-oxadiazol-2-yl]-3-fluoropyridin-2-yl]methyl]triazol-4-yl]pyridin-2-amine